CNC(C1=NC=C(C=C1)N1CCN(CC1)CC1=CC=C2C(N(C(NC2=C1)=O)C)=S)=O N-methyl-5-(4-((3-methyl-2-oxo-4-thioxo-1,2,3,4-tetrahydroquinazolin-7-yl)methyl)piperazin-1-yl)picolinamide